hexyl-(octyl)amine C(CCCCC)NCCCCCCCC